9,10-bis(n-butoxycarbonylnonadecyloxy)anthracene C(CCC)OC(=O)CCCCCCCCCCCCCCCCCCCOC=1C2=CC=CC=C2C(=C2C=CC=CC12)OCCCCCCCCCCCCCCCCCCCC(=O)OCCCC